tert-butyl (2S)-4-[7-(8-chloro-1-naphthyl)-2-[[(2S)-4,4-difluoro-1-methylpyrrolidin-2-yl]methoxy]-6,8-dihydro-5H-pyrido[3,4-d]pyrimidin-4-yl]-2-(cyanomethyl)piperazine-1-carboxylate ClC=1C=CC=C2C=CC=C(C12)N1CC=2N=C(N=C(C2CC1)N1C[C@@H](N(CC1)C(=O)OC(C)(C)C)CC#N)OC[C@H]1N(CC(C1)(F)F)C